N-[3-[(4R)-7-chloro-10-[3-(4-chloro-3,5-dimethyl-phenoxy)propyl]-4-methyl-1-oxo-6-(1,3,5-trimethylpyrazol-4-yl)-3,4-dihydropyrazino[1,2-a]indol-2-yl]-1-methyl-indol-5-yl]acetamide ClC=1C=CC=2C(=C3N(C2C1C=1C(=NN(C1C)C)C)[C@@H](CN(C3=O)C3=CN(C1=CC=C(C=C31)NC(C)=O)C)C)CCCOC3=CC(=C(C(=C3)C)Cl)C